COC1=CC=C(C(=O)NC2CN(CCC2)C=2N=NC(=CC2)C2=C(C=CC=C2)NC)C=C1 4-methoxy-N-(1-(6-(2-(methylamino)phenyl)pyridazin-3-yl)piperidin-3-yl)benzamide